3-[2-(4-chloro-3-fluorophenoxy)acetamido]-N-[1-(4-chlorophenyl)-2-hydroxyethyl]Bicyclo[1.1.1]Pentane-1-carboxamide ClC1=C(C=C(OCC(=O)NC23CC(C2)(C3)C(=O)NC(CO)C3=CC=C(C=C3)Cl)C=C1)F